CC(C(=C)OCC)CCC 3-methyl-2-ethoxyhexen